FC(C(=O)O)(F)F.CC=1N=C(NC1C)C1=NC=CC(=C1)C=1C=NC=C(C1)C(=O)N(C)CCO 2'-(4,5-Dimethyl-1H-imidazol-2-yl)-N-(2-hydroxyethyl)-N-methyl-3,4'-bipyridine-5-carboxamide trifluoroacetate salt